4-[(4-fluorophenyl)carbamoyl]aminobenzenesulfonamide FC1=CC=C(C=C1)NC(=O)NC1=CC=C(C=C1)S(=O)(=O)N